1-(1-Acetylpiperidin-4-yl)-3-(5-chloro-4-(5,5-dimethyl-5,6-dihydro-4H-pyrrolo[1,2-b]pyrazol-3-yl)pyridin-2-yl)urea C(C)(=O)N1CCC(CC1)NC(=O)NC1=NC=C(C(=C1)C1=C2N(N=C1)CC(C2)(C)C)Cl